OB1OC2=C(CC1)C=CC(=C2)OC2CN(C2)C(CN2N=NN=C2)=O 2-hydroxy-7-({1-[(1H-tetrazol-1-yl)acetyl]azetidin-3-yl}oxy)-3,4-dihydro-2H-1,2-benzoxaborinine